N-(2-chloro-6-fluorophenyl)pivalamide methyl-(2S,3R)-2-((1,3-dioxoisoindol-2-yl)methyl)-3-hydroxybutyrate COC([C@H]([C@@H](C)O)CN1C(C2=CC=CC=C2C1=O)=O)=O.ClC1=C(C(=CC=C1)F)NC(C(C)(C)C)=O